C(C)(C)(C)C1NC(N([C@@H](C=2N=CC(=C(C3=CN4C(C(OCCCCC1)=N3)=NC=C4)C2)OC)C)CC)=O (12R)-16-tert-butyl-13-ethyl-8-methoxy-12-methyl-12,13,16,17,18,19,20,21-octahydro-6,23-(azeno)-11,7-(metheno)imidazo[2,1-c][1,4,10,13,15]oxatetraazacyclohenicosin-14(15H)-one